BrC1=CC=C2C3=C(N(C2=C1)C1C(NC(CC1)=O)=O)N=CC=C3 3-(7-bromo-9H-pyrido[2,3-b]indol-9-yl)-piperidine-2,6-dione